Di-tert-butyl 4-aminopentanedicarboxylate NC(CCC(C(=O)OC(C)(C)C)C(=O)OC(C)(C)C)C